O=C(CC(=O)OC)CC(=O)OC 3-oxo-pentanedioic acid, dimethyl ester